5-(4-(6,7-dihydro-5H-benzo[7]annulen-8-yl)phenoxy)pentane-1-thiol C1=CC=CC2=C1C=C(CCC2)C2=CC=C(OCCCCCS)C=C2